FC(C[C@@H](C(=O)NC1=NC=CC(=C1)C1=C(C2=NC(=CC(=C2N1)O[C@@H]1COCC1)F)C1=NC=CC=C1)C1=CC=C(C=C1)F)F (2R)-4,4-difluoro-N-{4-[5-fluoro-7-{[(3S)-oxolan-3-yl]oxy}-3-(pyridin-2-yl)-1H-pyrrolo[3,2-b]pyridin-2-yl]pyridin-2-yl}-2-(4-fluorophenyl)butanamide